ClC=1C=C(C(=NC1)OC1CCC2(C(NC3=CC=C(C=C23)C(=O)NCC)=O)CC1)C#N 4-[(5-chloro-3-cyano-2-pyridyl)oxy]-N-ethyl-2'-oxo-spiro[cyclohexane-1,3'-indoline]-5'-carboxamide